N-[(1S,2S)-2-Hydroxycyclohexyl]-4-[4-(5-methylpyridin-3-yl)-benzyl]-pyrrolo[1,2-b]pyridazine-2-carboxamide O[C@@H]1[C@H](CCCC1)NC(=O)C=1C=C(C=2N(N1)C=CC2)CC2=CC=C(C=C2)C=2C=NC=C(C2)C